C(C1CO1)C1=C(C(=C(C(=C1CC1=C(C=CC=C1)N)N)CC1CO1)CC1CO1)CC1CO1 tetraglycidyl-bis(aminophenyl)methane